3-(6-(9H-carbazole-9-yl)pyrimidine-4-yl)phenol C1=CC=CC=2C3=CC=CC=C3N(C12)C1=CC(=NC=N1)C=1C=C(C=CC1)O